CC=1C=C(C=C(C1OC=1C=C2C=C(C(=NC2=CC1)C1=CC=CC=C1)C)C)N1N=C(C(NC1=O)=O)C#N 3,5-Dimethyl-4-((3-methyl-2-phenyl-quinolin-6-yl)oxy)phenyl-3,5-dioxo-2,3,4,5-tetrahydro-1,2,4-triazine-6-carbonitrile